N1(CCCCC1)C1CCN(CC1)CC1=CC(=NC=C1)C=1C=C2CN(C(C2=CC1)=O)C1C(NC(CC1)=O)=O 3-(5-(4-([1,4'-bipiperidin]-1'-ylmethyl)pyridin-2-yl)-1-oxoisoindolin-2-yl)piperidine-2,6-dione